2-(3-chloro-4-(6-(1-methylcyclopropoxy)-9-((4-methylpyridin-2-yl)methyl)-9H-purin-8-yl)phenyl)-N-(2-hydroxyethyl)-N-methylacetamide ClC=1C=C(C=CC1C=1N(C2=NC=NC(=C2N1)OC1(CC1)C)CC1=NC=CC(=C1)C)CC(=O)N(C)CCO